2,3,4,9-tetrahydro-1H-pyrido[3,4-b]indole-1-carboxamide C1(NCCC2=C1NC1=CC=CC=C21)C(=O)N